C[C@@H]1C[C@H]2C(=C(C1)C[C@H]3CCC[C@H](N3)CC4=C5CCCN([C@H]5C[C@H](C4)C)C(=O)C)CCCN2C(=O)C The molecule is an alkaloid that consists of piperidine substituted by [1-acetyl-7-methyl-1,2,3,4,6,7,8,8a-octahydroquinolin-5-yl]methyl moieties at positions 2 and 6 respectively. Isolated from Lycopodium hamiltonii, it exhibits acetylcholinesterase inhibitory activity. It has a role as a metabolite and an EC 3.1.1.7 (acetylcholinesterase) inhibitor. It is an alkaloid, a member of isoquinolines, a member of acetamides and a member of piperidines.